Cl.O[C@@H]1CNCCC1 (S)-3-hydroxypiperidine HCl salt